N-(5-bromo-4-methylpyridin-2-yl)pivaloamide BrC=1C(=CC(=NC1)NC(C(C)(C)C)=O)C